2-(8-Bromo-[1,2,4]triazolo[1,5-a]pyridin-5-yl)propan-2-ol BrC=1C=2N(C(=CC1)C(C)(C)O)N=CN2